COC=1C(=NC(=NC1)NC=1C=C(C=CC1)S(=O)(=O)N)N1[C@H](CN(CC1)C1=CC=CC=C1)C(F)(F)F (R)-3-((5-methoxy-4-(4-phenyl-2-(trifluoromethyl)piperazin-1-yl)pyrimidin-2-yl)amino)benzenesulfonamide